C1(=CC=CC=C1)C1=C2C(=CC=3C(NC(C13)=O)=O)C=CC=C2 4-phenyl-1H-benzo[f]Isoindole-1,3(2H)-dione